3-(4-bromo-2-chloro-5-methyl-phenyl)-3-methyl-cyclopentanol BrC1=CC(=C(C=C1C)C1(CC(CC1)O)C)Cl